propyl 4-hydroxybenzoate (propyl p-hydroxybenzoate) C(CC)C1=C(C(=O)O)C=CC(=C1)O.OC1=CC=C(C(=O)OCCC)C=C1